1-(2-Isopropoxyethyl)-2-thioxo-2,3-dihydro-1H-pyrrolo[3,2-d]pyrimidin-4(5H)-one C(C)(C)OCCN1C(NC(C2=C1C=CN2)=O)=S